NC1=NC=NC2=C1C(=C1C(=C[C@@H](CN21)NC(C=C)=O)C)C=2C=NC1=CC=CC=C1C2 N-[(8S)-4-Amino-8,9-dihydro-6-methyl-5-(3-quinolinyl)pyrimido[5,4-b]indolizin-8-yl]-2-propenamide